C1(CC1)C1=CC(=C(C(=O)NC=2C=NC(=CC2)NN)C=C1C(F)(F)F)OC1=C(C=C(C=C1)F)C 4-cyclopropyl-2-(4-fluoro-2-methylphenoxy)-N-(6-hydrazinopyridin-3-yl)-5-(trifluoromethyl)benzamide